tert-butyl 4-[[[1-(3-amino-6-chloro-pyridazin-4-yl)-4-phenyl-piperidine-4-carbonyl]amino]methyl]piperidine-1-carboxylate NC=1N=NC(=CC1N1CCC(CC1)(C(=O)NCC1CCN(CC1)C(=O)OC(C)(C)C)C1=CC=CC=C1)Cl